1-mercapto-4-mercaptobutane SCCCCS